NC1=NC=CC=C1C1=NC=2C(=NC(=CC2)N2CCOCCC2)N1C=1C=C2CC[C@@H](C2=CC1)NC1CCN(CC1)C(C=C)=O 1-(4-{[(1S)-5-[2-(2-aminopyridin-3-yl)-5-(1,4-oxazepan-4-yl)imidazo[4,5-b]pyridin-3-yl]-2,3-dihydro-1H-inden-1-yl]amino}piperidin-1-yl)prop-2-en-1-one